C(C)(=O)N1CC[C@@H]2N(C([C@H](C1)NC(=O)C=1NC3=CC=C(C=C3C1)C(F)(F)P(O)(O)=O)=O)[C@@H](CC2)C(N(C2=CC=CC=C2)C2=CC=CC=C2)=O ((2-(((5S,8S,10aR)-3-acetyl-8-(diphenylcarbamoyl)-6-oxodecahydropyrrolo[1,2-a][1,5]diazocin-5-yl)carbamoyl)-1H-indol-5-yl)difluoromethyl)phosphonic acid